tert-butyl (2-fluoro-2-(1-(1-(4-(trifluoromethoxy)phenyl)-1H-1,2,4-triazol-3-yl)piperidin-4-yl)ethyl)carbamate FC(CNC(OC(C)(C)C)=O)C1CCN(CC1)C1=NN(C=N1)C1=CC=C(C=C1)OC(F)(F)F